ClC=1C(=NC(=NC1)NC=1C=NN(C1)C1CCN(CC1)C(CO)=O)C1=CC=C(C(=O)NCC#N)C=C1 4-(5-chloro-2-((1-(1-(2-hydroxyacetyl)piperidin-4-yl)-1H-pyrazol-4-yl)amino)pyrimidin-4-yl)-N-(cyanomethyl)benzamide